2-(2,6-dioxopiperidin-3-yl)-N-(4-methylpyridin-3-yl)-1-oxoisoindoline-5-carboxamide O=C1NC(CCC1N1C(C2=CC=C(C=C2C1)C(=O)NC=1C=NC=CC1C)=O)=O